5,8-dihydroxyanthracene-9,10-dione OC1=C2C(C=3C=CC=CC3C(C2=C(C=C1)O)=O)=O